C(C)[C@]1(NC(N(C(C1)=O)C1C(COC2=CC=C(C=C12)C(=O)N[C@H]1[C@@H](CC2=CC=CC=C12)O)(C)OC)=N)C 4-[(4R)-4-ethyl-2-imino-4-methyl-6-oxo-hexahydropyrimidin-1-yl]-N-[(1R,2R)-2-hydroxyindan-1-yl]-3-methoxy-3-methyl-chromane-6-carboxamide